FC=1C=C(C=CC1)C1(CC2C(N(OC2(C)C)C)C(C1)C)C 5-(3-fluorophenyl)-1,3,3,5,7-pentamethyl-octahydrobenzo[c]isoxazole